4-methyl-N2-(2-spiro[2H-benzofuran-3,1'-cyclopropane]-4-yloxypyrimidin-5-yl)pyridine-2,3-diamine CC1=C(C(=NC=C1)NC=1C=NC(=NC1)OC1=CC=CC2=C1C1(CC1)CO2)N